C1=CC=C2C(=C1)C=C(N2)N=NC3=CC4=CC=CC=C4N3 azoindole